ClC=1C=C(C=CC1Cl)NC(=O)N1[C@H]2CC[C@@H]1CC=1C=[N+](C=CC12)[O-] (5S,8R)-10-((3,4-dichlorophenyl)carbamoyl)-6,7,8,9-tetrahydro-5H-5,8-epiminocyclohepta-[c]pyridine 2-oxide